CC1=C(C(=C(C1([Rh+2])C)C)C)C Pentamethylcyclopentadienyl-Rhodium(III)